FC1=CC=C(C=C1)[S+](C1=CC=C(C=C1)SC1=CC=C(C=C1)[S+](C1=CC=C(C=C1)F)C1=CC=C(C=C1)F)C1=CC=C(C=C1)F bis{4-[bis(4-fluorophenyl)sulfonio]phenyl}sulfide